ClC1=C(C=CC(=C1)F)C1=CN=CC2=CC(=CC=C12)O[C@@H](C(=O)N1CCOCC1)C (R)-4-(2-chloro-4-fluorophenyl)-7-((1-morpholino-1-oxopropan-2-yl)oxy)isoquinolin